CSCP(OCC)(OCC)=O diethyl (methylthiomethyl)phosphonate